N=1C=C(N2N=CC=CC21)N2C[C@@H](N(C[C@H]2C)C2=CC(N(C=1C=CC(=NC21)C#N)C)=O)C 8-((2S,5R)-4-(Imidazo[1,2-b]pyridazin-3-yl)-2,5-dimethylpiperazin-1-yl)-5-methyl-6-oxo-5,6-dihydro-1,5-naphthyridin-2-carbonitril